(2S,4R)-N-((R)-1-(4-carbamimidoylthiophen-2-yl)ethyl)-4-fluoro-4-(methoxymethyl)-1-((phenoxathiine-3-carbonyl)glycyl)pyrrolidine-2-carboxamide C(N)(=N)C=1C=C(SC1)[C@@H](C)NC(=O)[C@H]1N(C[C@](C1)(COC)F)C(CNC(=O)C=1C=CC=2SC3=CC=CC=C3OC2C1)=O